C(C)C1=NN(C(=C1)CO)C (3-ethyl-1-methyl-1H-pyrazol-5-yl)methanol